BrC1=CC=C2C(N(C(N(C2=C1)C)=O)C)=O 7-bromo-1,3-dimethylquinazoline-2,4(1H,3H)-dione